N-(5-hydroxyadamantan-2-yl)carbamic acid tert-butyl ester C(C)(C)(C)OC(NC1C2CC3CC(CC1C3)(C2)O)=O